bis(2,3,5,6-tetrafluorophenyl) 4,7,10,13,16-pentaoxanonadecane-1,19-dioate C(CCOCCOCCOCCOCCOCCC(=O)OC1=C(C(=CC(=C1F)F)F)F)(=O)OC1=C(C(=CC(=C1F)F)F)F